C(C1=CC=CC=C1)(=O)OC1=C(C(=CC=C1C)C)OC(C1=CC=CC=C1)=O 3,6-dimethyl-1,2-phenylene dibenzoate